CCCCCCCCCCCCCCC(=O)O[C@H](COC(=O)CCCCCCCCCCC/C=C\C/C=C\CCCCC)COP(=O)([O-])OCC[N+](C)(C)C 1-(13Z,16Z-docosadienoyl)-2-pentadecanoyl-glycero-3-phosphocholine